(S)-2-(2,8-dimethylimidazo[1,2-a]pyridin-6-yl)-9-methyl-7-(3-methylpiperazin-1-yl)-4H-pyrido[1,2-a][1,3,5]triazin-4-one hydrochloride Cl.CC=1N=C2N(C=C(C=C2C)C=2N=C3N(C(N2)=O)C=C(C=C3C)N3C[C@@H](NCC3)C)C1